COC=1C=C(C=CC1OC)NC(=O)C1=CN=C2N1C=C(C=C2)C=2C(=NC=CC2)C2=CC(=C(C=C2)F)C N-(3,4-Dimethoxyphenyl)-6-(2-(4-fluoro-3-methylphenyl)pyridin-3-yl)imidazo[1,2-a]pyridine-3-carboxamide